CC(CC=O)CC(CCCCC)C 3,5-dimethyldecanal